4-[N-(nonanoyl)aminohexanoyloxy]-benzenesulfonic acid sodium salt [Na+].C(CCCCCCCC)(=O)NCCCCCC(=O)OC1=CC=C(C=C1)S(=O)(=O)[O-]